Ethyl 4-(5-methyl-[1,3,4]oxadiazol-2-ylamino)-benzoate CC1=NN=C(O1)NC1=CC=C(C(=O)OCC)C=C1